m-bromophenylthiophenol BrC=1C(=C(C=CC1)S)C1=CC=CC=C1